C(C)OC(=O)C1=C(NC(=N[C@H]1C1=C(C(=CC=C1)F)C)C=1SC=CN1)CN1C=C(C=2N(CCC21)CC(C(=O)O)(C)C)F 3-(4-(((S)-5-(ethoxycarbonyl)-6-(3-fluoro-2-methylphenyl)-2-(thiazol-2-yl)-3,6-dihydropyrimidin-4-yl)methyl)-6-fluoropyrrolo[3,2-b]pyrrol-1(2H)-yl)-2,2-dimethylpropionic acid